5-(4-(Hexyloxy)-1,2,5-thiadiazol-3-yl)-1-methyl-1-(1-((propoxycarbonyl)oxy)propyl)-1,2,3,6-tetrahydropyridin-1-ium iodide [I-].C(CCCCC)OC=1C(=NSN1)C1=CCC[N+](C1)(C(CC)OC(=O)OCCC)C